2-BROMO-4-TRIFLUOROMETHOXY-PHENYLISOCYANIDE BrC1=C(C=CC(=C1)OC(F)(F)F)[N+]#[C-]